4-Amino-5-bromopyrimidine-2-carbonitrile NC1=NC(=NC=C1Br)C#N